ClC=1C=CC(=C(C1)NC(C(=O)O)=O)N1C=NC=C1 2-((5-chloro-2-(1H-imidazol-1-yl)phenyl)amino)-2-oxoacetic acid